N-(4-(4-isopropyl-5-(8-methyl-[1,2,4]triazolo[1,5-a]pyridin-6-yl)-1H-pyrazol-3-yl)benzyl)propan-2-amine C(C)(C)C=1C(=NNC1C=1C=C(C=2N(C1)N=CN2)C)C2=CC=C(CNC(C)C)C=C2